gamma-(2,3-epoxypropoxy)propyl-triethoxysilane dimethyl-2-hydroxy-2,3-dihydrobenzofuran-4,6-dicarboxylate COC(=O)C=1C=C(C=C2C1CC(O2)O)C(=O)OC.C(C2CO2)OCCC[Si](OCC)(OCC)OCC